2-(1-(3-cyanophenyl)-1H-pyrazol-4-yl)-N-(3-cyclopropyl-1H-pyrazol-5-yl)acetamide C(#N)C=1C=C(C=CC1)N1N=CC(=C1)CC(=O)NC1=CC(=NN1)C1CC1